O=CC(CCCCC\C=C/CCCCCCCC)=O (Z)-oxo-heptadeca-8-en-2-one